tert-butyl 7-cyano-2,3-dihydro-1H-pyrrolo[2,3-c]pyridine-1-carboxylate C(#N)C=1N=CC=C2C1N(CC2)C(=O)OC(C)(C)C